N-methylmorpholinium acetonitrile salt C(C)#N.C[NH+]1CCOCC1